2-(methylthio)benzene CSC1=CC=CC=C1